C(#N)C=1C=C2C(=CN1)N(C=C2)C(=O)OC(C)(C)C tert-Butyl 5-cyano-1H-pyrrolo[2,3-c]pyridine-1-carboxylate